2-bromo-3'-ethyl-1,1'-biphenyl BrC1=C(C=CC=C1)C1=CC(=CC=C1)CC